(3R)-3-(4-Chlorophenyl)-2-[(5-chloropyridin-2-yl)methyl]-6-{2-hydroxy-1-[methyl(1-methylpiperidin-4-yl)amino]propan-2-yl}-3-methoxy-2,3-dihydro-1H-isoindol-1-on ClC1=CC=C(C=C1)[C@@]1(N(C(C2=CC(=CC=C12)C(CN(C1CCN(CC1)C)C)(C)O)=O)CC1=NC=C(C=C1)Cl)OC